3-Amino-3-[(1-ethoxy-3-hydroxy-1-oxobutan-2-yl)carbamoyl]propanoic acid NC(CC(=O)O)C(NC(C(=O)OCC)C(C)O)=O